N-bromoethanolamine BrNCCO